naphthalene-1,3-dicarboxaldehyde C1(=CC(=CC2=CC=CC=C12)C=O)C=O